4-(3-Bromo-5-methylphenoxy)-1-methyl-2-nitrobenzene BrC=1C=C(OC2=CC(=C(C=C2)C)[N+](=O)[O-])C=C(C1)C